isopropyl ((R)-(((1S,4R)-4-(2-amino-6-cyclobutoxy-9H-purin-9-yl)cyclopent-2-en-1-yl)methoxy)(phenoxy)phosphoryl)-L-alaninate NC1=NC(=C2N=CN(C2=N1)[C@H]1C=C[C@H](C1)CO[P@@](=O)(OC1=CC=CC=C1)N[C@@H](C)C(=O)OC(C)C)OC1CCC1